C(C)(C)(C)OC(=O)N1CC(C1)N1C=NC=CC1=O 3-(6-Oxopyrimidin-1(6H)-yl)azetidine-1-carboxylic acid tert-butyl ester